O1C=NC=C1C1=NC=CC(=C1)CNC(=O)N[C@H]1[C@@H](C1)C1CCCCC1 |r| 1-[[2-(1,3-oxazol-5-yl)pyridin-4-yl]methyl]-3-[rac-(1r,2s)-2-cyclohexylcyclopropyl]urea